N(=[N+]=[N-])[C@@H]1C[C@@H]([C@H](O[C@H]1SC1=CC=C(C=C1)C)[C@H](C)N(C(OCC1=CC=CC=C1)=O)CC1=CC=CC=C1)OCC1=CC=CC=C1 benzyl N-[(1S)-1-[(2R,3S,5R,6S)-5-azido-3-benzyloxy-6-(p-tolylsulfanyl)tetrahydropyran-2-yl]ethyl]-N-benzyl-carbamate